C(C)N1C(NC(=CC1=O)SCC(=O)O)=O 2-((1-ethyl-2,6-dioxo-1,2,3,6-tetrahydropyrimidin-4-yl)thio)acetic acid